N-methyl-N-[[8-[4-(trifluoromethoxy)phenyl]imidazo[1,2-a]pyridin-6-yl]methyl]prop-2-enamide Di(2-ethylhexyl)sulfosuccinate C(C)C(CC(C(C(=O)O)S(=O)(=O)O)(C(=O)O)CC(CCCC)CC)CCCC.CN(C(C=C)=O)CC=1C=C(C=2N(C1)C=CN2)C2=CC=C(C=C2)OC(F)(F)F